CC=1OC=CC1SCC(CC(C)=O)=O ((2-methylfuran-3-yl)thio)pentane-2,4-dione